NC=1C=CC(=NC1)N1N=C(C(=C1)C1=CN=C(N1C)C(=O)NC1=CC(=C(C(=O)N2CCN(CC2)C(=O)[C@H]2N(CCOC2)C(=O)OC(C)(C)C)C=C1)Cl)C(F)(F)F tert-butyl (3S)-3-[4-[4-[[5-[1-(5-amino-2-pyridyl)-3-(trifluoromethyl)pyrazol-4-yl]-1-methyl-imidazole-2-carbonyl]amino]-2-chloro-benzoyl]piperazine-1-carbonyl]morpholine-4-carboxylate